N-(pyrrolidin-1-ylmethylene)-4-(trifluoromethyl)benzenesulfonamide N1(CCCC1)C=NS(=O)(=O)C1=CC=C(C=C1)C(F)(F)F